4-oxo-N-[(6-{[4-(trifluoromethyl)piperidin-1-yl]methyl}imidazo[1,2-a]pyridin-2-yl)methyl]-4H-pyrido[1,2-a]pyrimidine-2-carboxamide O=C1C=C(N=C2N1C=CC=C2)C(=O)NCC=2N=C1N(C=C(C=C1)CN1CCC(CC1)C(F)(F)F)C2